O=C1[C@H](N2CCC1C2)COP(=O)(OC2=CC=CC=C2)N[C@@H](C)C(=O)OCC(CC)CC 2-ethylbutyl ((((2R)-3-oxo-1-azabicyclo[2.2.1]heptan-2-yl)methoxy)(phenoxy)phosphoryl)-L-alaninate